t-butyl 1-(3-bromo-5-(trifluoromethyl)benzyl)-1,8-diazaspiro[4.5]decane-8-carboxylate BrC=1C=C(CN2CCCC23CCN(CC3)C(=O)OC(C)(C)C)C=C(C1)C(F)(F)F